S1C=NC2=C1C=C(C=C2)C2=CC(=NN2C2=NC(=CC=C2)C)CC(=O)NC2=CC=C(C=C2)OC 5-(benzo[d]thiazol-6-yl)-N-(4-methoxyphenyl)-1-(6-methylpyridin-2-yl)-1H-pyrazole-3-carboxyamide